Cl[C@@H]1[C@H]2COCCN([C@@H]12)C=1C2=C(N=C(N1)OC([2H])([2H])[C@]13CCCN3C[C@@H](C1)F)C(=C(N=C2)Cl)F (1R,7R,8R)-8-chloro-2-(7-chloro-8-fluoro-2-(((2R,7aS)-2-fluorotetrahydro-1H-pyrrolizin-7a(5H)-yl)methoxy-d2)pyrido[4,3-d]pyrimidin-4-yl)-5-oxa-2-azabicyclo[5.1.0]octane